2-(4-methyl-3-pentenyl)-6-Chloro-9-methacryloyloxy-10-methoxy-1,4-dihydro-1,4-methanoanthracene CC(=CCCC=1C2C3=C(C4=CC=C(C=C4C(=C3C(C1)C2)OC)Cl)OC(C(=C)C)=O)C